5-(3-cyclopropylpyrazolo[1,5-a]pyrimidin-5-yl)-2-isobutyl-7H-pyrrolo[2,3-d]pyrimidine C1(CC1)C=1C=NN2C1N=C(C=C2)C2=CNC=1N=C(N=CC12)CC(C)C